3,5-dibromo-4-(dimethoxymethyl)pyridine BrC=1C=NC=C(C1C(OC)OC)Br